L-p-nitrobenzoyl-tartaric acid [N+](=O)([O-])C1=CC=C(C(=O)C(C(=O)O)(O)C(O)C(=O)O)C=C1